C(C)(=O)N1CCC(CC1)C1=NN=C(S1)C=1C(=CC(=NC1)C1=CC=C2N1N=CC(=C2)C#N)NC(C)C 7-(5-(5-(1-acetylpiperidin-4-yl)-1,3,4-thiadiazol-2-yl)-4-(isopropylamino)pyridin-2-yl)pyrrolo[1,2-b]pyridazine-3-carbonitrile